COC1=CC=C(OCCCNCC=2C=C(C=CC2)O)C=C1 3-[[3-(4-methoxyphenoxy)propyl]aminomethyl]phenol